tert-butyl (2R,5S)-5-methyl-2-[2-(1,2,2-trimethyl-4-piperidyl)indazol-5-yl]piperidine-1-carboxylate Di-tert-butyl-dicarbonate C(C)(C)(C)OC(=O)OC(=O)OC(C)(C)C.C[C@H]1CC[C@@H](N(C1)C(=O)OC(C)(C)C)C1=CC2=CN(N=C2C=C1)C1CC(N(CC1)C)(C)C